C1=CC(=CC=C1S(=O)(=O)C2=CC=C(C=C2)Br)Br 4,4'-dibromodiphenyl sulfone